C(C1=CC=CC=C1)O[C@H]1C[C@@H](C[C@@H]1COCC1=CC=CC=C1)O (1R,3S,4R)-3-(benzyloxy)-4-[(benzyloxy)methyl]cyclopentan-1-ol